naphthyl-triisopropoxysilane C1(=CC=CC2=CC=CC=C12)[Si](OC(C)C)(OC(C)C)OC(C)C